(1S,3R)-4'-Chloro-5'-(5-cyano-1H-indol-3-yl)-3-methyl-1',2'-dihydrospiro[cyclopentane-1,3'-pyrrolo[2,3-b]pyridine]-3-carboxamide ClC1=C2C(=NC=C1C1=CNC3=CC=C(C=C13)C#N)NC[C@@]21C[C@@](CC1)(C(=O)N)C